4-((S)-4-acryloyl-3-(cyanomethyl)piperazin-1-yl)-N-((1R,2R)-2-(dimethylamino)cyclopentyl)-7-(8-methylnaphthalen-1-yl)-5,6,7,8-tetrahydro-1,7-naphthyridine-2-carboxamide C(C=C)(=O)N1[C@H](CN(CC1)C1=CC(=NC=2CN(CCC12)C1=CC=CC2=CC=CC(=C12)C)C(=O)N[C@H]1[C@@H](CCC1)N(C)C)CC#N